CC1(NC(N(C1=O)C1=CC=C(C=C1)OC1=CC(=C(C#N)C=C1)OC)=O)C 4-{[4-(4,4-dimethyl-2,5-dioxo-1-imidazolidinyl)phenyl]oxy}-2-(methyloxy)benzonitrile